C12(C=CC(CC1)C2)O Norborneneol